C(C)OC(C(C(=O)OCC)=CNC1=CC(=C(C=C1)Br)F)=O 2-[(4-bromo-3-fluoro-anilino)methylene]malonic acid diethyl ester